dimethyl(((7-(5-(trifluoromethyl)-1,2,4-oxadiazol-3-yl)imidazo[1,2-a]pyridin-2-yl)methyl)imino)-λ6-sulfanone CS(=O)(=NCC=1N=C2N(C=CC(=C2)C2=NOC(=N2)C(F)(F)F)C1)C